[Ag].[Cu].[Zn].[Pb].FC=1C(=C(C=CC1F)[C@H]1[C@@H](O[C@]([C@H]1C)(C(F)(F)F)C)C(=O)NC1=CC(=C(C=C1)F)S)OC (2R,3S,4S,5R)-3-(3,4-difluoro-2-methoxyphenyl)-N-(4-fluoro-3-mercaptophenyl)-4,5-dimethyl-5-(trifluoromethyl)tetrahydrofuran-2-carboxamide lead zinc copper silver